CC(C)(O[Si](C)(C)C)C1=NC=CC(=C1)N 2-(1-methyl-1-trimethylsilyloxy-ethyl)pyridin-4-amine